FC=1C(=NC(=NC1)NC1=CC=C(C=N1)C1CCN(CC1)C1=CC=C(C=C1)CO)C=1C=NN2C1[C@@H](CCCC2)C (R)-(4-(4-(6-((5-fluoro-4-(4-methyl-5,6,7,8-tetrahydro-4H-pyrazolo[1,5-a]azepin-3-yl)pyrimidin-2-yl)amino)pyridin-3-yl)piperidin-1-yl)phenyl)methanol